Cl.O=S1(CCN(CC1)CC1=CC=C(C=C1)C1=CC=CC=2N1N=C(N2)NC(=O)C2CC2)=O N-[5-[4-[(1,1-dioxo-1,4-thiazinan-4-yl)methyl]phenyl]-[1,2,4]-triazolo[1,5-a]pyridin-2-yl]cyclopropanecarboxamide hydrochloride